bromo-2-methyl-benzenesulfonyl chloride BrC=1C(=C(C=CC1)S(=O)(=O)Cl)C